N3,N3-dimethyl-2'-(trifluoromethyl)-[1,1'-biphenyl]-3-amine CN(C=1C=C(C=CC1)C1=C(C=CC=C1)C(F)(F)F)C